(E)-5-(hydroxyimino)-1,2,5,6-tetrahydro-4H-cyclobuta[f]inden-4-one O\N=C/1\C(C=2C=C3C(=CC2C1)CC3)=O